C1(CC1)CC(C)=O 1-cyclopropylpropan-2-one